3,4-dibutylfuran C(CCC)C1=COC=C1CCCC